C(C(=C)C)(=O)OCCP(=O)=C(O)C[N+](C)(C)C 2-(methacryloyloxy)-ethyl-phosphorylcholine